CN(C)CC1=CC=C(C(=O)O)C=C1 p-[(dimethylamino)methyl]benzoic acid